ClN1C(=CC2=CC=CC=C12)C(=O)N[C@H](C(=O)N[C@@H](C[C@H]1C(NCCC1)=O)C#N)CC1CC1 chloro-N-[(1S)-2-[[(1S)-1-cyano-2-[(3S)-2-oxo-3-piperidyl]ethyl]amino]-1-(cyclopropylmethyl)-2-oxo-ethyl]-1H-indole-2-carboxamide